ClC1=CC=C(OCCN2CCN(CC2)C=2C=C(C=NC2)O)C=C1 5-(4-(2-(4-chlorophenoxy)ethyl)piperazin-1-yl)-3-hydroxypyridine